(RS)-N-(2,6-dimethylpyrimidin-4-yl)-5-(2-methyl-5-((tetrahydrothiophen-3-yl)oxy)pyridin-4-yl)pyrazolo[1,5-a]pyridin-2-amine CC1=NC(=CC(=N1)NC1=NN2C(C=C(C=C2)C2=CC(=NC=C2O[C@H]2CSCC2)C)=C1)C |r|